C(C)(C)(C)OC(=O)N1C[C@@H](N(CCC1)C1=NC=CC(=N1)C1=NOC(=N1)[C@]1(CCCC2=C1C(=C(S2)N)C#N)C)C (3S)-4-(4-{5-[(4S)-2-amino-3-cyano-4-methyl-4,5,6,7-tetrahydro-1-benzothien-4-yl]-1,2,4-oxadiazol-3-yl}pyrimidin-2-yl)-3-methyl-1,4-diazacycloheptane-1-carboxylic acid tert-butyl ester